BrC1=NC(=CN=C1)C 2-bromo-6-methyl-pyrazine